(R)-3,3,3-trifluoro-2-methoxy-2-phenylpropanoic acid FC([C@](C(=O)O)(C1=CC=CC=C1)OC)(F)F